N=1C=CN2N=C(C=CC21)C2=CNC=1N=C(N=C(C12)NC)NC1CCC(CC1)C(=O)N(C)C 4-((5-(imidazo[1,2-b]pyridazin-6-yl)-4-(methylamino)-7H-pyrrolo[2,3-d]pyrimidin-2-yl)amino)-N,N-dimethylcyclohexane-1-carboxamide